CC1=C(C2=C(N=CN=C2NC2(CC2)C)O1)C(=O)N1C[C@H]2CC[C@@H](C1)O2 6-Methyl-N-(1-methylcyclopropyl)-5-[(1R,5S)-8-oxa-3-azabicyclo[3.2.1]octane-3-carbonyl]furo[2,3-d]pyrimidin-4-amine